FC1=CC=C(C=C1)C(N1C(C(NCC1)C)C)C1=CC=C(C=C1)F 1-(bis(4-fluorophenyl)methyl)-2,3-dimethylpiperazine